[N+](=O)([O-])C1=CC=C(C=C1)C(=O)N1CC2=C(N=C(N=C2)C2=NC=CC=C2)CC1 (4-Nitrophenyl)-[2-(2-pyridinyl)-7,8-dihydro-5H-pyrido[4,3-d]pyrimidin-6-yl]methanone